1,3-bis(2,4,6-trimethylphenyl)-2-(imidazolidinylidene)(benzylidene)(tridecylphosphine) ruthenium dichloride [Ru](Cl)Cl.CC1=C(C(=CC(=C1)C)C)C(C(C(CCCCCCCCCC)C1=C(C=C(C=C1C)C)C)=C1NCCN1)P=CC1=CC=CC=C1